O=C(C(=O)O)CCSC α-keto-5-thiahexanoic acid